ClC=1C2=C(C=C3C=CC(NC13)=O)CCCC2 10-Chloro-6,7,8,9-tetrahydrobenzo[g]quinolin-2(1H)-one